(1R,3S)-3-[5-(2-{5-[2-(1,3-dioxolan-2-yl)-3-[(4-methoxyphenyl)methoxy] phenyl]-1,3-thiazol-2-yl}acetamido)-2H-pyrazol-3-yl]cyclopentyl N-isopropylcarbamate C(C)(C)NC(O[C@H]1C[C@H](CC1)C=1NN=C(C1)NC(CC=1SC(=CN1)C1=C(C(=CC=C1)OCC1=CC=C(C=C1)OC)C1OCCO1)=O)=O